C=1N=CN2C1C1=CC=CC=C1[C@H]2[C@H]2[C@@H](C=1C=NN=CC1CC2)O (5S,6S)-6-((R)-5H-imidazo[5,1-a]isoindol-5-yl)-5,6,7,8-tetrahydrophthalazin-5-ol